3-(1-((endo)-2-azabicyclo[2.1.1]hexan-5-yl)-2-ethyl-6-fluoro-7-(3-hydroxynaphthalen-1-yl)-4-(2-(4-methylpiperazin-1-yl)pyridin-4-yl)-1H-imidazo[4,5-c]quinolin-8-yl)propanenitrile C12NCC(C1N1C(=NC=3C(=NC=4C(=C(C(=CC4C31)CCC#N)C3=CC(=CC1=CC=CC=C31)O)F)C3=CC(=NC=C3)N3CCN(CC3)C)CC)C2